1,5-dimethyl-4-[[4-methyl-6-(4-methylimidazol-1-yl)-3-pyridyl]sulfonyl]-3H-quinoxalin-2-one CN1C(CN(C2=C(C=CC=C12)C)S(=O)(=O)C=1C=NC(=CC1C)N1C=NC(=C1)C)=O